1,1,3,3-tetraisopropyl-1,3-dichlorosiloxane CC(C)[Si](C(C)C)(O[Si](C(C)C)(C(C)C)Cl)Cl